triethyl-(2-((2-(methoxycarbonyl)-4-methylthiophen-3-yl)amino)-2-oxoethyl)phosphonium bromide [Br-].C(C)[P+](CC(=O)NC1=C(SC=C1C)C(=O)OC)(CC)CC